C(C#C)OCCOCCOCCN1N=CC=C1C(=O)O 2-[2-[2-(2-prop-2-ynoxyethoxy)ethoxy]ethyl]pyrazole-3-carboxylic acid